1-(3-pentyloctyl) 17-((1S,2R,4S)-1,7,7-trimethylbicyclo[2.2.1]heptan-2-yl) 9-oxoheptadecanedioate O=C(CCCCCCCC(=O)OCCC(CCCCC)CCCCC)CCCCCCCC(=O)O[C@H]1[C@]2(CC[C@@H](C1)C2(C)C)C